2-[(2-carboxy-1-oxopropyl)amino]benzoic acid C(=O)(O)C(C(=O)NC1=C(C(=O)O)C=CC=C1)C